4-methoxy-2-(3-methyl-oxiranyl)-phenyl isobutyrate C(C(C)C)(=O)OC1=C(C=C(C=C1)OC)C1OC1C